(1r,3r)-3-fluoro-N-(6-(2-fluoro-6-methylphenyl)benzo[d]thiazol-2-yl)cyclobutane-1-carboxamide FC1CC(C1)C(=O)NC=1SC2=C(N1)C=CC(=C2)C2=C(C=CC=C2C)F